FC(COC(C(=C)C)=O)(F)F trifluoroethylmethacrylat